N-methyl-allyl-amine CNCC=C